FC1=C(C(=CC=C1)S(=O)(=O)N1CCCCC1)NC(C(=O)O)=O 2-((2-fluoro-6-(piperidin-1-ylsulfonyl)phenyl)amino)-2-oxoacetic acid